Methyl 2-(6-(6-methylpyridin-2-yl)-2,3-dihydro-1H-imidazo[1,2-a]imidazol-5-yl)-5-(methylthio)benzoate CC1=CC=CC(=N1)C=1N=C2N(CCN2)C1C1=C(C(=O)OC)C=C(C=C1)SC